(2-cyclohexyl-1,3-benzoxazol-6-yl)-[4-(5-methyloxazolo[4,5-b]pyridin-2-yl)piperazin-1-yl]methanone C1(CCCCC1)C=1OC2=C(N1)C=CC(=C2)C(=O)N2CCN(CC2)C=2OC=1C(=NC(=CC1)C)N2